tert-butyl N-[(2R)-2-[4-(6-fluoro-1-tetrahydropyran-2-yl-3-vinyl-indazol-5-yl)-2-methyl-pyrazol-3-yl]oxypropyl]carbamate FC1=C(C=C2C(=NN(C2=C1)C1OCCCC1)C=C)C1=C(N(N=C1)C)O[C@@H](CNC(OC(C)(C)C)=O)C